3-(5-chloro-2-(isobutyryloxy)-3-(3-methylbenzoyl-oxy)benzylideneamino)benzoic acid ClC=1C=C(C(=C(C=NC=2C=C(C(=O)O)C=CC2)C1)OC(C(C)C)=O)OC(C1=CC(=CC=C1)C)=O